OCCN(CC(CS(=O)(=O)O)O)CCO 3-[bis(2-hydroxyethyl)amino]-2-hydroxypropanesulphonic acid